((1S,2S)-2-(benzylamino)cyclobutoxy)isobenzofuran-1(3H)-one C(C1=CC=CC=C1)N[C@@H]1[C@H](CC1)OC1OC(C2=CC=CC=C12)=O